NC(C(=O)NC1=CC=C(C=C1)C1=CC(=C(C=C1)Cl)Cl)CC 2-amino-N-(3',4'-dichloro-[1,1'-biphenyl]-4-yl)butanamide